Cl.Cl.COCCN(CCC[C@H](C(C)C)N)C (R)-N1-(2-methoxyethyl)-N1,5-dimethylhexane-1,4-diamine, dihydrochloride